COC=1C=C(C=2C(CCCC2C1)=O)NC(C)=O N-(3-methoxy-8-oxo-5,6,7,8-tetrahydronaphthalen-1-yl)acetamide